NCC1=NNC(C2=CC=C(C=C12)C=1C=NN(C1C1=CC=C(C(=C1C#N)C)Cl)C)=O 6-(4-(4-(aminomethyl)-1-oxo-1,2-dihydrophthalazin-6-yl)-1-methyl-1H-pyrazol-5-yl)-3-chloro-2-methylbenzonitrile